2-(3-Nitro-1H-pyrazol-1-yl)-1-(pyrrolidin-1-yl)propan-1-one [N+](=O)([O-])C1=NN(C=C1)C(C(=O)N1CCCC1)C